C(C)(C)C=1C=2N(N=CC1C(=O)N)C(=C(N2)C)N2CCCCC2 8-isopropyl-2-methyl-3-(piperidin-1-yl)imidazo[1,2-b]Pyridazine-7-carboxamide